N-hydroxy-3-(methyl(1-methyl-6-phenyl-5-(trifluoromethyl)-1H-benzo[d]imidazol-2-yl)amino)benzamide ONC(C1=CC(=CC=C1)N(C1=NC2=C(N1C)C=C(C(=C2)C(F)(F)F)C2=CC=CC=C2)C)=O